BrC=1C(=CC=C2N=CC(=NC12)C=1C=NN(C1)CC1CCN(CC1)C(=O)OCCCC)OC=1C=CC2=C(N(C(=N2)C)COCC[Si](C)(C)C)C1 butyl 4-((4-(8-bromo-7-((2-methyl-1-((2-(trimethylsilyl)ethoxy)methyl)-1H-benzo[d]imidazol-6-yl)oxy)quinoxalin-2-yl)-1H-pyrazol-1-yl)methyl)piperidine-1-carboxylate